3-(dimethylphosphoryl)-N-methylbenzamide CP(=O)(C)C=1C=C(C(=O)NC)C=CC1